nonadecane-4,5-diol CCCC(C(CCCCCCCCCCCCCC)O)O